[Si](C)(C)(C(C)(C)C)OC[C@]([C@@H](C)O)(C)C=1C(=NC(=NC1)SC)Cl |r| rac-(2R,3S)-4-((tert-butyldimethylsilyl)oxy)-3-(4-chloro-2-(methylthio)pyrimidin-5-yl)-3-methylbutan-2-ol